S1C=NC2=C1C=CC=C2C=2C(=NN(C2C)COCC[Si](C)(C)C)C#N 4-(1,3-benzothiazol-4-yl)-5-methyl-1-{[2-(trimethylsilyl)ethoxy]methyl}-1H-pyrazole-3-carbonitrile